C(CCCCCCCCCCCCCCCCC)[Si](OCCCC)(OCCCC)CCCCCCCCCCCCCCCCCC dioctadecyldibutoxysilane